C1(=CC=CC=C1)C=CC(=O)C1NCCC2=CC(=CC=C12)NC1=NC=C(C(=N1)C=1C=NN(C1)C(C)C)C (3-Phenylacryloyl)-N-(4-(1-isopropyl-1H-pyrazol-4-yl)5-methylpyrimidin-2-yl)-1,2,3,4-tetrahydroisoquinolin-6-amine